FC(OC1=CC=CC=2OC(OC(C21)=O)(C)C)F 5-(difluoromethoxy)-2,2-dimethyl-4H-benzo[d][1,3]dioxin-4-one